4-(3-(2-(diethylamino)ethyl)-5-fluoro-1H-indol-1-yl)-4-oxobutyl nitrate [N+](=O)(OCCCC(=O)N1C=C(C2=CC(=CC=C12)F)CCN(CC)CC)[O-]